4-(((trans)-4-(4-(1H-1,2,4-triazol-1-yl)phenyl)cyclohexyl)oxy)-1H-1,2,3-triazole-5-carboxylic acid N1(N=CN=C1)C1=CC=C(C=C1)[C@@H]1CC[C@H](CC1)OC=1N=NNC1C(=O)O